5-{4-[(4-{[4-(pentafluoro-λ6-sulfanyl)phenyl]Amino}piperidin-1-yl)sulfonyl]phenyl}-1H-indazole-3-carbonitrile FS(C1=CC=C(C=C1)NC1CCN(CC1)S(=O)(=O)C1=CC=C(C=C1)C=1C=C2C(=NNC2=CC1)C#N)(F)(F)(F)F